N-(3-fluoro-4-((4-methylpiperazin-1-yl)methyl)phenyl)benzamide FC=1C=C(C=CC1CN1CCN(CC1)C)NC(C1=CC=CC=C1)=O